(2S,3S)-2-(5-chlorothiazol-2-ylcarbamoyl)phenyl 2-amino-3-methylpentanoate N[C@H](C(=O)OC1=C(C=CC=C1)C(NC=1SC(=CN1)Cl)=O)[C@H](CC)C